5-((4-(bis(4-fluorophenyl)methyl)piperazin-1-yl)methyl)-4,5-dihydro-2H-spiro[furan-3,3'-indolin]-2'-one FC1=CC=C(C=C1)C(N1CCN(CC1)CC1CC2(C(NC3=CC=CC=C23)=O)CO1)C1=CC=C(C=C1)F